methyl (R)-2-methyl-1-(2-oxo-4-(o-tolyl)-2H-pyrano[2,3-b]pyridin-7-yl)pyrrolidine-2-carboxylate C[C@]1(N(CCC1)C1=CC=C2C(=N1)OC(C=C2C2=C(C=CC=C2)C)=O)C(=O)OC